ClC1=CC=C(C=C1)C1(CC(C1)CO)C#N 1-(4-chlorophenyl)-3-(hydroxymethyl)cyclobutanecarbonitrile